4-(3,8-diazabicyclo[3.2.1]oct-3-yl)-2-((hexahydro-1H-pyrrolizin-7a-yl)methoxy)-5,6-dihydropyridin C12CN(CC(CC1)N2)C2=CC(=NCC2)OCC21CCCN1CCC2